3,5-bis(4-(2,5-dihydro-1H-pyrrol-3-yl)-2-fluorophenyl)-4-methyl-4H-1,2,4-triazole bistrifluoroacetic acid salt FC(C(=O)O)(F)F.FC(C(=O)O)(F)F.N1CC(=CC1)C1=CC(=C(C=C1)C1=NN=C(N1C)C1=C(C=C(C=C1)C=1CNCC1)F)F